1-((1r,4r)-4-fluorocyclohexyl)piperidine-4-sulfonamide FC1CCC(CC1)N1CCC(CC1)S(=O)(=O)N